amino alcoholate N[O-]